O1C(COCC1)C1NC2=CC(=CC=C2C1(C1=CC=CC=C1)C1=CC=CC=C1)Cl 2-(1,4-dioxane-2-yl)-6-chloro-3,3-diphenylindoline